NC1=NC=C(C=C1O[C@H](C)C=1C=C(C=CC1)NC(C1=CC(=CC=C1)C(F)(F)F)=O)Cl (R)-N-(3-(1-((2-amino-5-chloropyridin-3-yl)oxy)ethyl)phenyl)-3-(trifluoromethyl)benzamide